6,7-difluoro-1H-indole FC1=CC=C2C=CNC2=C1F